5-amino-2-(4-(benzyloxy)benzyl)-1H-imidazole-4-carboxamide NC1=C(N=C(N1)CC1=CC=C(C=C1)OCC1=CC=CC=C1)C(=O)N